ClC=1C=C2C(=C3C4(NC(NC13)=O)CCCCC4)OC(=C2)C(=O)N2CCC(CC2)N2CCCC2 5'-chloro-2'-[4-(pyrrolidin-1-yl)piperidine-1-carbonyl]-7',8'-dihydro-6'H-spiro[cyclohexane-1,9'-furo[2,3-f]quinazoline]-7'-one